8-bromo-2-methoxy-1,5-naphthyridine BrC=1C=CN=C2C=CC(=NC12)OC